8-benzyl-9,10-dihydro-9-oxa-10-phosphaphenanthrene-10-oxide C(C1=CC=CC=C1)C=1C=CC=C2C=3C=CC=CC3P(OC12)=O